N=1N(N=C2C1C=CC=C2)C=2C(=C(CN(C1=CC=C(C=CC(C(=O)[O-])(C(=O)[O-])C)C=C1)C)C=C(C2)C)O (4-((3-(2H-benzo[d][1,2,3]triazol-2-yl)-2-hydroxy-5-methylbenzyl)(methyl)amino)benzylidene)dimethylmalonate